C1(=CC=CC=C1)C1=NNC(C2=CC=CC=C12)=O 4-phenylphthalazin-1(2H)-one